pyrazino[1,2-a]pyrimidine-4,7(6H)dione N1=C2N(C(C=C1)=O)CC(N=C2)=O